pentamethylcyclopentadienyl(1-neopentyl-benz[e]indenyl)hafnium CC1=C(C(=C(C1([Hf]C=1CC=2C=CC3=C(C2C1CC(C)(C)C)C=CC=C3)C)C)C)C